COC1=C(C=C(C=C1)C=O)OB(O)O 2-methoxy-5-formylphenyl-boric acid